(2-chloro-4-phenoxyphenyl)(2-(morpholin-3-yl)-1,6-dihydroimidazo[4,5-d]pyrrolo[2,3-b]pyridin-8-yl)methanone ClC1=C(C=CC(=C1)OC1=CC=CC=C1)C(=O)C1=CNC2=NC=C3C(=C21)NC(=N3)C3NCCOC3